C1(CCCCC1)CCC(=O)OC(CSCCCCCC1(OCC(O1)CCN(C)C)CCCCCSCC(CCCCCC)OC(CCC1CCCCC1)=O)CCCCCC (((4-(2-(Dimethylamino)ethyl)-1,3-dioxolane-2,2-diyl)bis(pentane-5,1-diyl))bis-(sulfanediyl))bis(octane-1,2-diyl) bis(3-cyclohexylpropanoate)